C1(=CC=CC=C1)C=1CCNCC1 4-phenyl-1,2,3,6-tetrahydropyridine